(R)-5,6-Difluoro-2-(8-methyl-5,6,7,8-tetrahydro-[1,2,4]triazolo[4,3-a]pyrazine-3-yl)benzo[d]thiazole FC=1C(=CC2=C(N=C(S2)C2=NN=C3N2CCN[C@@H]3C)C1)F